N-(4-iodophenyl)cinnamamide IC1=CC=C(C=C1)NC(C=CC1=CC=CC=C1)=O